ClC=1C(=NC(=NC1)N1CCC(CC1)C1=CC=C2C(=NN(C2=C1)C)C1C(NC(CC1)=O)=O)NC=1C=C2CC(NC2=CC1)=O 3-[6-[1-[5-chloro-4-[(2-oxoindolin-5-yl)amino]pyrimidin-2-yl]-4-piperidyl]-1-methyl-indazol-3-yl]piperidine-2,6-dione